2-(5-chloro-2-methoxy-4-methyl-3-(pyridin-3-yl)phenyl)propionitrile ClC=1C(=C(C(=C(C1)C(C#N)C)OC)C=1C=NC=CC1)C